FC(CN1C(C2=CC=CC=C2C1=O)=O)(C([2H])([2H])O)F 2-(2,2-difluoro-3-hydroxypropyl-3,3-d2)isoindoline-1,3-dione